NC=1C=C(C=C2C=C(N=NC12)NC(=O)[C@H]1[C@@H](C1)C#N)C=1C=NC=CC1CC |r| (+/-)-trans-N-(8-Amino-6-(4-ethylpyridin-3-yl)cinnolin-3-yl)-2-cyanocyclopropanecarboxamide